FC1=C(C(=CC=C1)F)C1=C(N=C2N1C1=C(C=NC2)C=CC=C1)C(=O)N(C)OC 2,6-difluorophenyl-N-methoxy-N-methyl-4H-benzo[f]imidazo[1,2-a][1,4]diazepine-2-carboxamide